4-(((tert-butyldimethylsilyl)oxy)methyl)piperidine [Si](C)(C)(C(C)(C)C)OCC1CCNCC1